7-bromo-4-(dimethylamino)-1-phenyl-quinazolin-2(1H)-one BrC1=CC=C2C(=NC(N(C2=C1)C1=CC=CC=C1)=O)N(C)C